6,7-dihydro-5H-cyclopenta[b]pyridine-5-carbonitrile N1=C2C(=CC=C1)C(CC2)C#N